C(C)(C)(C)OC(=O)N1C[C@H](CC1)[C@@H](C(=O)N1C(OC[C@@H]1CC1=CC=CC=C1)=O)CC1=CC(=CC=C1)S(N(C)C)(=O)=O.C(=C)N1CCC1 1-vinyl-azetidin tert-butyl-(3R)-3-[(1S)-2-[(4S)-4-benzyl-2-oxo-oxazolidin-3-yl]-1-[[3-(dimethylsulfamoyl)phenyl]methyl]-2-oxo-ethyl]pyrrolidine-1-carboxylate